C(C1=CC=CC=C1)OC1=C(C=C(C=C1OC)\C=C\C(C(C(\C=C\C1=CC(=C(C(=C1)OC)OCC1=CC=CC=C1)OC)=O)=C1SCCS1)=O)OC (1e,6e)-1,7-bis(4-(benzyloxy)-3,5-dimethoxyphenyl)-4-(1,3-dithiolan-2-ylidene)hept-1,6-diene-3,5-dione